C(C1=CC=CC=C1)N1CC(OC(=C1)C1=CC(=NC=C1)C)C 4-benzyl-2-methyl-6-(2-methylpyridin-4-yl)-3,4-dihydro-2H-1,4-oxazine